rac-4-(((3aR,5s,6aS)-2-(2-hydroxy-2-(5-hydroxypyridin-2-yl)ethyl)octahydrocyclopenta[c]pyrrol-5-yl)oxy)benzonitrile OC(CN1C[C@@H]2[C@H](C1)CC(C2)OC2=CC=C(C#N)C=C2)C2=NC=C(C=C2)O